2-amino-3-(5-chloro-7-{[(thiophen-2-yl)methyl]amino}thieno[3,2-b]pyridin-2-yl)propan-1-ol formate C(=O)OCC(CC1=CC2=NC(=CC(=C2S1)NCC=1SC=CC1)Cl)N